1-(4-ethoxy-phenyl)-ethyl methanesulfonate CS(=O)(=O)OC(C)C1=CC=C(C=C1)OCC